FC1=C(C(=CC=C1)C(F)(F)F)C1CCN(CC1)C(=O)C1=NNC=2CNCCC21 (4-(2-fluoro-6-(trifluoromethyl)phenyl)piperidin-1-yl)(4,5,6,7-tetrahydro-1H-pyrazolo[3,4-c]pyridin-3-yl)methanone